benzyl N-(1-cyano-5-methyl-2,3,4,7-tetrahydroazepin-3-yl)carbamate C(#N)N1CC(CC(=CC1)C)NC(OCC1=CC=CC=C1)=O